CN1C(=CC(=CC1=O)OCC12CN(C(C1)(C2)C=O)C(=O)OC(C)(C)C)C tert-butyl 4-[(1,2-dimethyl-6-oxopyridin-4-yl)oxymethyl]-1-formyl-2-azabicyclo[2.1.1]hexane-2-carboxylate